N1,N1,N19,N19-tetrakis(decyl)-10-(decylamino)nonadecanediamide C(CCCCCCCCC)N(C(CCCCCCCCC(CCCCCCCCC(=O)N(CCCCCCCCCC)CCCCCCCCCC)NCCCCCCCCCC)=O)CCCCCCCCCC